(1R,2S)-2-{3-[(5-methoxy-2-methylpyrimidin-4-yl)amino]-1H-indazol-6-yl}-5'-(trifluoromethoxy)spiro[cyclopropane-1,3'-indol]-2'(1'H)-one COC=1C(=NC(=NC1)C)NC1=NNC2=CC(=CC=C12)[C@@H]1C[C@@]12C(NC1=CC=C(C=C21)OC(F)(F)F)=O